NCC1(CCCCCC1)NC1=CC=C(C=C1)Cl 1-(aminomethyl)-N-(4-chlorophenyl)cycloheptanamine